CC=1N=C2N(N=C(C=C2C)C2=CC=C3C(NC=NC3=C2)=O)C1 7-{2,8-dimethylimidazo-[1,2-b]pyridazin-6-yl}-3H-quinazolin-4-one